N(=O)N1C[C@@H]2C([C@@H]2C1)CCO 2-((1R,5S,6s)-3-nitroso-3-azabicyclo[3.1.0]hexan-6-yl)ethan-1-ol